ClC=1C=C2C(=C(C1)I)NC(C21CCNCC1)=O 5-chloro-7-iodo-1,2-dihydrospiro[indole-3,4'-piperidin]-2-one